7-methyl-8-nitro-5-propoxy-1,2,3,5,6,7-hexahydroimidazo[1,2-a]pyridine CC1C(=C2N(C(C1)OCCC)CCN2)[N+](=O)[O-]